2-(1-(4-hydroxypiperidin-1-carbonyl)piperidin-4-ylidene)-2-(1H-indazol-4-yl)acetonitrile OC1CCN(CC1)C(=O)N1CCC(CC1)=C(C#N)C1=C2C=NNC2=CC=C1